(5aR,5bS,7aS,8S,10aS,10bR)-5a,7a-dimethyl-2-((2-nitrophenyl)amino)-5,5a,5b,6,7,7a,8,9,10,10a,10b,11-dodecahydro-4H-cyclopenta[7,8]phenanthro[2,1-d]thiazol-8-yl pentanoate C(CCCC)(=O)O[C@H]1CC[C@@H]2[C@@]1(CC[C@@H]1[C@]3(CCC=4N=C(SC4C3=CC[C@@H]21)NC2=C(C=CC=C2)[N+](=O)[O-])C)C